1,4,5-trihydroxy-5-hydroxy-2-methoxycyclohex-en-3-one OC1=C(C(C(C(C1)(O)O)O)=O)OC